2-[(3-tert-Butoxycarbonyl-4,6-dihydrothieno[3,4-b]thiophen-2-yl)carbamoyl]cyclohexane C(C)(C)(C)OC(=O)C=1C2=C(SC1NC(=O)C1CCCCC1)CSC2